(±)-Trans-isopropyl 2-(3-((6-(4-(((cyclopentyl(methyl)carbamoyl)oxy)methyl)-3-methylisoxazol-5-yl)-2-methylpyridin-3-yl)oxy)cyclopentyl)acetate C1(CCCC1)N(C(=O)OCC=1C(=NOC1C1=CC=C(C(=N1)C)O[C@@H]1C[C@H](CC1)CC(=O)OC(C)C)C)C |r|